BrC1=CC2=C(N=C(N=C2)NC2=C(C=C(C=C2)N2CCN(CC2)C(=O)OC(C)(C)C)F)N2C1=NCC2 tert-butyl 4-(4-((6-bromo-8,9-dihydroimidazo[1',2':1,6]pyrido[2,3-d]pyrimidin-2-yl)amino)-3-fluorophenyl)piperazine-1-carboxylate